7-chloro-N-cyclopropyl-4-((4-methoxybenzyl)amino)-N-((5-(trifluoromethyl)pyridin-2-yl)methyl)imidazo[1,5-a]quinoxalin-8-formamide ClC=1C=C2N=C(C=3N(C2=CC1C(=O)N(CC1=NC=C(C=C1)C(F)(F)F)C1CC1)C=NC3)NCC3=CC=C(C=C3)OC